methyl 4-(2-(2-(3-(3-bromophenyl)-3-oxopropyl)-5-oxopyrazolidin-1-yl) ethyl)-2,6-difluorobenzoate BrC=1C=C(C=CC1)C(CCN1N(C(CC1)=O)CCC1=CC(=C(C(=O)OC)C(=C1)F)F)=O